(S)-(1-(2-chloro-8-isopropoxy-quinazolin-4-yl)pyrrolidin-2-yl)methanol ClC1=NC2=C(C=CC=C2C(=N1)N1[C@@H](CCC1)CO)OC(C)C